(cyclohexylmethylene)-7-methylbenzo[d]isoxazole C1(CCCCC1)C=C1NOC2=C1C=CC=C2C